2-(2,5-dimethyl-1H-pyrrol-1-yl)-6-methoxy-7-(4,4,5,5-tetramethyl-1,3,2-dioxaborolan-2-yl)-[1,2,4]triazolo[1,5-a]pyridine CC=1N(C(=CC1)C)C1=NN2C(C=C(C(=C2)OC)B2OC(C(O2)(C)C)(C)C)=N1